4-[(5'S,7a'R)-5'-(3,5-difluorophenyl)-3'-oxotetrahydro-1H,3'H-spiro[piperidine-4,2'-pyrrolo[2,1-b][1,3]oxazol]-1-yl]pyrimidine-2-carbonitrile FC=1C=C(C=C(C1)F)[C@@H]1CC[C@H]2OC3(C(N21)=O)CCN(CC3)C3=NC(=NC=C3)C#N